NC=1N=C(SC1C(=O)C=1C=NC(=CC1)OC)N(C1=CC(=C(C=C1)F)F)C(C(=O)N)C (N-[4-Amino-5-(6-methoxypyridin-3-carbonyl)thiazol-2-yl]-3,4-difluoroanilino)propanamid